bis(2,6-diethylphenyl)bis(ethoxymethyl)silane ethyl-5-amino-1-(tert-butyl)-3-(trifluoromethyl)-1H-pyrazole-4-carboxylate C(C)OC(=O)C=1C(=NN(C1N)C(C)(C)C)C(F)(F)F.C(C)C1=C(C(=CC=C1)CC)[Si](COCC)(COCC)C1=C(C=CC=C1CC)CC